C(C1=CC=CC=C1)C=1C(=NN(C1N(C([O-])=O)C(=O)OC(C)(C)C)C(C)(C)C)C1CC(CC1)=O.[F-].C(CCCCCC)[N+]1(CCCC1)CC.C(CCCCCC)[N+]1(CCCC1)CC 1-Heptyl-1-ethylpyrrolidinium fluorid benzyl-(tert-butoxycarbonyl)(1-(tert-butyl)-3-(3-oxocyclopentyl)-1H-pyrazol-5-yl)carbamate